CNC(=O)C=1C=C(C=CC1)C1=C(N(C=C1)S(N)(=O)=O)C(=O)O 3-[3-(methylcarbamoyl)phenyl]-1-sulfamoyl-pyrrole-2-carboxylic acid